ClC1=C(C(=CC=C1)N1CCN(CC1)C(C)C)NC(=O)N1CCC(CC1)(C)C1=NOC(=N1)C1CC(C1)(F)F N-{2-chloro-6-[4-(propan-2-yl)piperazin-1-yl]phenyl}-4-[5-(3,3-difluorocyclobutyl)-1,2,4-oxaDiazol-3-yl]-4-methylpiperidine-1-carboxamide